2-chloro-4-phenylnicotinonitrile ClC1=C(C#N)C(=CC=N1)C1=CC=CC=C1